Cl.C(C)(C)(C)OC(=O)N1CC(C1)OC1=CC(=CC=C1)B1OC(C(O1)(C)C)(C)C.OC(CN(CCNC(CCCCCCCCCCCCCCC(C)C)=O)CCCO)CO N-[2-[(2,3-dihydroxypropyl)(3-hydroxypropyl)amino]ethyl]isostearamide tert-butyl-3-(3-(4,4,5,5-tetramethyl-1,3,2-dioxaborolan-2-yl)phenoxy)azetidine-1-carboxylate hydrochloride